OCCN1C(CC(CC1(C)C)O)(C)C 2-hydroxyethyl-4-hydroxy-2,2,6,6-tetramethylpiperidine